FC(CCN1CC(C1)N)(F)F 1-(3,3,3-trifluoropropyl)azetidin-3-amine